NC=1C=C(C#N)C=CC1C#CC(OCC)OCC 3-Amino-4-(3,3-diethoxyprop-1-yn-1-yl)benzonitrile